2-(4-((2-(bis(2-bromoethyl)amino)-5-nitrophenyl)sulfonyl)piperazin-1-yl)ethanol BrCCN(C1=C(C=C(C=C1)[N+](=O)[O-])S(=O)(=O)N1CCN(CC1)CCO)CCBr